FC=1C=C(C=C(C1C1=CSC=C1)F)C(C)O 1-(3,5-Difluoro-4-(thiophen-3-yl)phenyl)ethan-1-ol